2-[benzyl(ethyl)amino]-5-methoxy-1-methyl-N-(1,2-oxazol-4-yl)-6-oxopyrimidine-4-carboxamide C(C1=CC=CC=C1)N(C=1N(C(C(=C(N1)C(=O)NC=1C=NOC1)OC)=O)C)CC